N-((5-chloropyridin-2-yl)methyl)-O-methylhydroxylamine ClC=1C=CC(=NC1)CNOC